N[C@H]1CN(C[C@@H]1F)C(=O)OC(C)(C)C tert-butyl (3S,4S)-3-amino-4-fluoropyrrolidine-1-carboxylate